(5S,8S)-N-(2,4-dichloro-6-fluorobenzyl)-5-fluoro-8-hydroxy-8-methyl-5,6,7,8-tetrahydroquinoline-5-carboxamide ClC1=C(CNC(=O)[C@]2(C=3C=CC=NC3[C@@](CC2)(C)O)F)C(=CC(=C1)Cl)F